(trans)-2-[[2-[(7-chloro-1-hydroxy-3H-2,1-benzoxaborole-5-yl)amino]-5-methyl-pyrimidin-4-yl]amino]cyclohexane-1-carbonitrile ClC1=CC(=CC=2COB(C21)O)NC2=NC=C(C(=N2)N[C@H]2[C@@H](CCCC2)C#N)C